tert-butyl N-[(3R)-5-[[4-(cyclopentoxy)phenyl]methyl]-8-fluoro-7-(N-hydroxycarbamimidoyl)-4-oxo-2,3-dihydro-1,5-benzothiazepin-3-yl]carbamate C1(CCCC1)OC1=CC=C(C=C1)CN1C([C@H](CSC2=C1C=C(C(=C2)F)C(NO)=N)NC(OC(C)(C)C)=O)=O